COC(=O)[C@](O)([C@](O)([C@](O)(CO)C(C1=CC=CC=C1)=O)C(C1=CC=CC=C1)=O)C(C1=CC=CC=C1)=O 1-Methoxy-2,3,4-tribenzoyl-D-ribose